ClC=1C2C3=C(C4=CC=CC=C4C(=C3C(C1)C2)OC)OC(C=C)=O 2-chloro-9-acryloyloxy-10-methoxy-1,4-dihydro-1,4-methanoanthracene